1,1,3,3,5,5-hexamethylhexyl-1-butyl ether CC(CC(CC(C)(C)C)(C)C)(C)OCCCC